1,2-dichloro-4-chloromethyl-benzene ClC1=C(C=C(C=C1)CCl)Cl